(±)-(3-Hydroxy-piperidin-1-yl)-quinoxalin-6-yl-methanone O[C@H]1CN(CCC1)C(=O)C=1C=C2N=CC=NC2=CC1 |r|